2'-Hydroxy-4'-Hexyloxy-4-methylchalcone OC1=C(C(/C=C/C2=CC=C(C=C2)C)=O)C=CC(=C1)OCCCCCC